CC1=C(C=CC=C1)NC(=O)NC1=C(C=CC=C1)C 1,3-bis(methylphenyl)urea